tert-butyl 3-(5-(6-(3-cyanopyrrolo[1,2-b]pyridazin-7-yl)-4-(((S)-tetrahydrofuran-3-yl) amino) pyridin-3-yl)-1,3,4-thiadiazol-2-yl)-3,8-diazabicyclo[3.2.1]octane-8-carboxylate C(#N)C1=CC=2N(N=C1)C(=CC2)C2=CC(=C(C=N2)C2=NN=C(S2)N2CC1CCC(C2)N1C(=O)OC(C)(C)C)N[C@@H]1COCC1